FC1=CC=CC=2C(=N[C@@H](C(NC21)=O)NC(=O)C2=C(N=C1N2N=C(C=C1)OC1CCN1C)C1=CC=CC=C1)C1=CC=CC=C1 N-[(3S)-9-Fluoro-2-oxo-5-phenyl-1,3-dihydro-1,4-benzodiazepin-3-yl]-6-(1-methylazetidin-4-yl)oxy-2-phenylimidazo[1,2-b]pyridazine-3-carboxamide